6-(2-(3-Bromo-6-chloro-9-tosyl-9H-carbazol-1-yl)ethyl)-2-oxa-6-azaspiro[3.3]heptane BrC=1C=C(C=2N(C3=CC=C(C=C3C2C1)Cl)S(=O)(=O)C1=CC=C(C)C=C1)CCN1CC2(COC2)C1